COC(C1=C(C=C(C=C1)OC)NCCCBr)=O 2-((3-bromopropyl)amino)-4-methoxybenzoic acid methyl ester